5-((3-(4-(2-(4-((2-(2-oxo-6-azaspiro[3.3]heptane-6-yl)pyrimidin-4-yl)Methoxy)phenyl)propan-2-yl)phenoxy)-2-methylpropyl)amino)-2-(2,6-dioxopiperidin-3-yl)isoindoline O=C1CC2(C1)CN(C2)C2=NC=CC(=N2)COC2=CC=C(C=C2)C(C)(C)C2=CC=C(OCC(CNC=1C=C3CN(CC3=CC1)C1C(NC(CC1)=O)=O)C)C=C2